(S)-5-(3,5-difluoro-4-hydroxyphenyl)-2-(3-fluorobicyclo[1.1.1]pentan-1-yl)-2,5,6,7-tetrahydro-3H-pyrrolo[2,1-c][1,2,4]triazol-3-one FC=1C=C(C=C(C1O)F)[C@@H]1CCC2=NN(C(N21)=O)C21CC(C2)(C1)F